β-hydroxyethoxy-1,3-diaminobenzene OCCOC1=C(C=CC=C1N)N